ClC1=CC=C(C=C1)N1CCN(CC1)CC[C@H]1OC(C2(C1)CCN(CC2)S(=O)(=O)C)=O (S)-3-(2-(4-(4-chlorophenyl)piperazin-1-yl)ethyl)-8-(methylsulfonyl)-2-oxa-8-azaspiro[4.5]decan-1-one